tert-butyl (tert-butoxycarbonyl)(2-(methylsulfonyl)allyl)carbamate C(C)(C)(C)OC(=O)N(C(OC(C)(C)C)=O)CC(=C)S(=O)(=O)C